4-bromo-7-fluoro-2-(trichloromethyl)-1H-benzo[d]imidazole BrC1=CC=C(C=2NC(=NC21)C(Cl)(Cl)Cl)F